FC1=C(C=CC(=C1)F)[C@H](C)NC(CC=1C(NC2=CC=NC(=C2C1)C#C)=O)=O N-[(1S)-1-(2,4-difluorophenyl)ethyl]-2-(5-ethynyl-2-oxo-1H-1,6-naphthyridin-3-yl)acetamide